1-(4-hydroxyphenyl)-3-p-fluorophenyl-2-propen-1-one OC1=CC=C(C=C1)C(C=CC1=CC=C(C=C1)F)=O